Ethyl-5-(indolin-7-yl)pyridin-2-amine C(C)C=1C(=NC=C(C1)C=1C=CC=C2CCNC12)N